ClC1=CC=C(CNC(=O)C=2N=NSC2NC(C(CC)C2=CC=CC=C2)=O)C=C1 5-(2-phenyl-butyrylamino)-[1,2,3]thiadiazole-4-carboxylic acid 4-chloro-benzylamide